CS(=O)N1CC(C2=CC=CC=C12)=O N-methylsulfinyl-3-indolone